C1(CC1)C=1C(=NC=2NCCCC2C1)CCCCN(CC[C@@H](C(=O)O)NC1=NC=NC2=CC=CC=C12)CCOC (S)-4-((4-(3-cyclopropyl-5,6,7,8-tetrahydro-1,8-naphthyridin-2-yl)butyl)(2-methoxyethyl)amino)-2-(quinazolin-4-ylamino)butanoic acid